FC1(CN(C1)C1=NC(=CC(=C1)B1OC(C(O1)(C)C)(C)C)C(F)(F)F)F 2-(3,3-difluoroazetidin-1-yl)-4-(4,4,5,5-tetramethyl-1,3,2-dioxaborolan-2-yl)-6-(trifluoromethyl)pyridine